C(C)OC(=O)C1COC2=C(O1)C=CC(=C2)C(NC(C)(C)C)=O 6-(tert-butylcarbamoyl)-2,3-dihydro-1,4-benzodioxine-2-carboxylic acid ethyl ester